S1SSC=C1 trithiolene